C1=CC=C(C=C1)OC2=NC3=C(C=C2)C=C(C=C3)OS(=O)(=O)C(F)(F)F The molecule is a member of the class of quinolines that is 2,6-dihydroxyquinoline in which the hydroxy group at position 2 has been converted to the corresponding phenyl ether while that at position 6 has been converted to the corresponding triflate ester. It is a member of quinolines and a triflate ester. It contains a triflate group.